C(C)(=O)C=1C=C(C=CC1)C1=CN=C2N1C=C(C=C2NC(C)=O)C2=C(C=CC=C2)OC N-[3-(3-acetylphenyl)-6-(2-methoxyphenyl)imidazo[1,2-a]pyridin-8-yl]acetamide